C1=C(C(=CC2=NC3=CC=CC=C3N=C12)CCCS(=O)(=O)[O-])CCCS(=O)(=O)[O-].[Na+].[Na+] sodium 3,3'-(phenazine-2,3-diyl)bis(propane-1-sulfonate)